FC(C1=NN(C=C1C(=O)C=1C=NN2C1N=C(C=C2)C2CCN(CC2)C(=O)OCC2=CC=CC=C2)C2CCNCC2)F benzyl 4-(3-((3-(difluoromethyl)-1-(piperidin-4-yl)-1H-pyrazol-4-yl)carbonyl)pyrazolo[1,5-a]pyrimidin-5-yl)piperidine-1-carboxylate